COCCN(C=1N=C(C2=C(N1)C(=NC(=N2)N(CCOC)CCOC)N2CCC(CC2)OC)NCCCCC#N)CCOC 5-((2,6-bis(bis(2-methoxyethyl)amino)-8-(4-methoxypiperidin-1-yl)pyrimido[5,4-d]pyrimidin-4-yl)amino)pentanenitrile